3-(3-(5-((4-(3,3-Dimethylbutanoyl)-3-hydroxy-2-methylphenoxy)methyl)pyrazin-2-yl)phenyl)-1,2,4-thiadiazol-5(4H)-one CC(CC(=O)C1=C(C(=C(OCC=2N=CC(=NC2)C=2C=C(C=CC2)C2=NSC(N2)=O)C=C1)C)O)(C)C